diethyl 2-(4-n-propylcyclohexyl)-malonate C(CC)C1CCC(CC1)C(C(=O)OCC)C(=O)OCC